N-(4-(4-amino-2,7-dimethyl-7H-pyrrolo[2,3-d]pyrimidin-5-yl)-2,3-difluorophenyl)-2-hydroxy-2-(3-(trifluoromethyl)phenyl)acetamide NC=1C2=C(N=C(N1)C)N(C=C2C2=C(C(=C(C=C2)NC(C(C2=CC(=CC=C2)C(F)(F)F)O)=O)F)F)C